[C@H]12CN(C[C@H](CC1)N2)C=2C1=C(N=C(N2)OCC23CCCN3CC(C2)=C)C(=C(N=C1)C1=CC(=CC2=CC=CC(=C12)CC)O)F 4-(4-((1R,5S)-3,8-diazabicyclo-[3.2.1]octan-3-yl)-8-fluoro-2-((2-methylenetetrahydro-1H-pyrrolizin-7a(5H)-yl)methoxy)pyrido[4,3-d]-pyrimidin-7-yl)-5-ethylnaphthalen-2-ol